NC1CC(CCC1)O 3-aminocyclohexyl alcohol